NC=1C=C(C=CC1[N+](=O)[O-])N1CCC(CC1)CC(=O)OC(C)(C)C tert-butyl 2-(1-(3-amino-4-nitrophenyl)piperidin-4-yl)acetate